C(=O)(O)C1=C(C(=O)NC/C=C/CN2N=C3C=CC=C(C3=C2)C=2C=C(O[C@H]3C[C@H](N(C3)C(=O)C=3C=NN(C3)C3=C(C=C(C=C3)F)Cl)C(=O)O)C=CC2)C=CC=C1 (2S,4S)-4-[3-[2-[(E)-4-[(2-carboxybenzoyl)amino]but-2-enyl]indazol-4-yl]phenoxy]-1-[1-(2-chloro-4-fluoro-phenyl)pyrazole-4-carbonyl]pyrrolidine-2-carboxylic acid